6-(pyridin-4-yl)-[1,3]thiazolo[4,5-b]pyrazin-2-amine N1=CC=C(C=C1)C=1N=C2C(=NC1)N=C(S2)N